BrC1=CC2=C(N(C(N2C)=O)C2CNCCC2)C=C1 3-(5-bromo-3-methyl-2-oxo-1,3-benzodiazol-1-yl)piperidine